(R)-1-(3-(4-(6-hydroxy-2-(4-hydroxyphenyl)benzo[b]thiophene-3-carbonyl)phenoxy)pyrrolidin-1-yl)prop-2-en-1-one OC=1C=CC2=C(SC(=C2C(=O)C2=CC=C(O[C@H]3CN(CC3)C(C=C)=O)C=C2)C2=CC=C(C=C2)O)C1